ClC=1C=C(C(=O)N2CC=3C(=NN4C3C(N(C[C@H]4C)[C@H](C)C4=CC=C(C#N)C=C4)=O)C[C@H]2C)C=CC1Cl |o1:18| 4-((R*)-1-((3R,7R)-2-(3,4-dichlorobenzoyl)-3,7-dimethyl-10-oxo-1,3,4,7,8,10-hexahydropyrido[4',3':3,4]pyrazolo[1,5-a]pyrazin-9(2H)-yl)ethyl)benzonitrile